N1=CC=C(C=C1)C1=CN=CS1 5-(pyridin-4-yl)-1,3-thiazol